COC=1C=C(C=C(C1)OC)NC=1C(=NC2=CC=CC=C2N1)NS(=O)(=O)C=1C=C(C=CC1)NC(C1=CC(=C(C=C1)C)OC)=O N-(3-(N-(3-(3,5-dimethoxyphenylamino)quinoxalin-2-yl)sulfamoyl)phenyl)-3-methoxy-4-methylbenzamide